NC=1SC2=C(N1)C=CC(=C2)C=2C=NC=C(C(=O)NCC1=C(C=CC=C1)OCC1CC1)C2 5-(2-aminobenzo[d]thiazol-6-yl)-N-(2-(cyclopropylmethoxy)benzyl)nicotinamide